9-(3-pyridin-2-ylphenyl)-1-azacarbazole N1=C(C=CC=C1)C=1C=C(C=CC1)N1C2=CC=CC=C2C=2C=CC=NC12